BrC=1C=NC(=NC1)C1(CC1)NC(OC(C)(C)C)=O tert-butyl (1-(5-bromopyrimidin-2-yl)cyclopropyl)carbamate